N-Fmoc-4-amino-L-phenylalanine C(=O)(OCC1C2=CC=CC=C2C2=CC=CC=C12)N[C@@H](CC1=CC=C(C=C1)N)C(=O)O